dimethyldi(octadecyl)ammonium hydrochloride Cl.C[N+](CCCCCCCCCCCCCCCCCC)(CCCCCCCCCCCCCCCCCC)C